6-(4-methylpiperazin-1-yl)quinazoline-8-carboxamide CN1CCN(CC1)C=1C=C2C=NC=NC2=C(C1)C(=O)N